(R)-5-(2-((6-amino-9H-purin-9-yl)methyl)-3,4-dichlorophenoxy)-N,N-dimethylpentane-1,2-diamine NC1=C2N=CN(C2=NC=N1)CC1=C(OCCC[C@H](CN(C)C)N)C=CC(=C1Cl)Cl